CN1N=CC(=C1)C=1C=C2C=CN=CC2=CC1 6-(1-methyl-1H-pyrazol-4-yl)-isoquinoline